S1C(=NC2=C1C=CC=C2)NC2=C(C1=C(N=N2)N(CCC1)C=1SC(=C(N1)C(=O)O)CCCOC1=C(C=C(C=C1)CCCN1CCOCC1)F)C 2-[3-(1,3-benzothiazol-2-ylamino)-4-methyl-6,7-dihydro-5H-pyrido[2,3-c]pyridazin-8-yl]-5-[3-[2-fluoro-4-(3-morpholinopropyl)phenoxy]propyl]thiazole-4-carboxylic acid